O1C(OCC1)C=1C=CC(=NC1)C=1C=C(C=CC1)NC=1C=C(C=2N(N1)C(=CN2)C(=O)NC2COCC2)N(C)CC2=CC=C(C=C2)OC 6-({3-[5-(1,3-dioxolan-2-yl)pyridin-2-yl]phenyl}amino)-8-{[(4-methoxyphenyl)methyl](methyl)amino}-N-(oxolan-3-yl)imidazo[1,2-b]pyridazine-3-carboxamide